FC1=C(C=C2C=CC=NC2=C1)N 7-fluoro-6-aminoquinolin